3-(1-methyl-6-((2R,4R)-2-methyl-1-(piperidin-4-ylmethyl)piperidin-4-yl)-1H-indazol-3-yl)piperidine-2,6-dione CN1N=C(C2=CC=C(C=C12)[C@H]1C[C@H](N(CC1)CC1CCNCC1)C)C1C(NC(CC1)=O)=O